tert-butyl 8-(6-oxo-1,6-dihydropyridine-3-carbonyl)-3,8-diazabicyclo[3.2.1]octane-3-carboxylate O=C1C=CC(=CN1)C(=O)N1C2CN(CC1CC2)C(=O)OC(C)(C)C